(S)-2-(2-((((9H-fluoren-9-yl)methoxy)carbonyl)amino)acetamido)-6-((tert-butoxycarbonyl)amino)hexanoic acid C1=CC=CC=2C3=CC=CC=C3C(C12)COC(=O)NCC(=O)N[C@H](C(=O)O)CCCCNC(=O)OC(C)(C)C